(3aR,4R,5aS,8aS)-2,2-dimethyl-4-(4-methyl-7H-pyrrolo[2,3-d]pyrimidin-7-yl)tetrahydrocyclopenta[2,3]furo[3,4-d][1,3]dioxol-6(5aH)-one CC1(O[C@@H]2[C@]3(O1)[C@H](O[C@H]2N2C=CC1=C2N=CN=C1C)C(CC3)=O)C